C(C)OC(=O)C=1OC2=C(C1C)C=C(C=C2)S(N(CC)C2=C(C=C(C=C2)Cl)CN(CC(C)(C)C)C(C2=C(C=CC=C2)Cl)=O)(=O)=O 5-(N-(4-chloro-2-((2-chloro-N-neopentylbenzoylamino)methyl)phenyl)-N-ethylsulfamoyl)-3-methylbenzofuran-2-carboxylic acid ethyl ester